4-((5-chloro-2-fluorophenyl) amino)-6-nitroquinazolin-7-yl trifluoromethanesulfonate FC(S(=O)(=O)OC1=C(C=C2C(=NC=NC2=C1)NC1=C(C=CC(=C1)Cl)F)[N+](=O)[O-])(F)F